ClC=1C(=C(C=CC1F)[C@@H](NC(=O)N1C(C(NCC1)=O)C)C1CC2(C1)CC(C2)(F)F)F N-((S)-(3-chloro-2,4-difluorophenyl)(6,6-difluorospiro[3.3]hept-2-yl)methyl)-2-methyl-3-oxopiperazine-1-carboxamide